NCCCN(CCCCCCCC(=O)OC(CCCC)CCCC)CCCCCCCC(OCCC(CCCCC)CCCCC)=O Nonan-5-yl 8-((3-aminopropyl)(8-oxo-8-((3-pentyloctyl)oxy)octyl)amino)octanoate